1-(4-(3,6-diphenyl-9H-carbazol-9-yl)-[1,1'-biphenyl]-2-yl)-3,6-diphenyl-9H-carbazole C1(=CC=CC=C1)C=1C=CC=2N(C3=CC=C(C=C3C2C1)C1=CC=CC=C1)C1=CC(=C(C=C1)C1=CC=CC=C1)C1=CC(=CC=2C3=CC(=CC=C3NC12)C1=CC=CC=C1)C1=CC=CC=C1